ON1C(CCCC1=O)=O N-hydroxyglutarimide